(2R,4S)-2-(4-fluorophenyl)-N-((S,E)-4-(methylsulfonyl)but-3-en-2-yl)-4-(trifluoromethyl)piperidine-1-carboxamide FC1=CC=C(C=C1)[C@@H]1N(CC[C@@H](C1)C(F)(F)F)C(=O)N[C@@H](C)\C=C\S(=O)(=O)C